C(C)(C)(C)OC(=O)N1C[C@H]([C@H](CC1)C(=O)O)C cis-1-tert-butoxycarbonyl-3-methyl-piperidine-4-carboxylic acid